FC1=NC(=CC=C1B(O)O)F (2,6-difluoro-3-pyridyl)boronic acid